(E)-N-(4-(1-(4-(1-(7-((2-(2,6-dioxopiperidin-3-yl)-1,3-dioxoisoindolin-5-yl)thio)heptyl)piperidin-4-yl)benzoyl)piperidin-4-yl)butyl)-3-(pyridin-3-yl)acrylamide O=C1NC(CCC1N1C(C2=CC=C(C=C2C1=O)SCCCCCCCN1CCC(CC1)C1=CC=C(C(=O)N2CCC(CC2)CCCCNC(\C=C\C=2C=NC=CC2)=O)C=C1)=O)=O